C(#N)C(C)(C)C=1C(=NC=CC1NC(CC1=C(C=CC(=C1)F)O)=O)C(=O)N (1-cyano-1-methyl-ethyl)-4-[[2-(5-fluoro-2-hydroxy-phenyl)acetyl]amino]pyridine-2-carboxamide